5-aminofuro[2,3-c]pyridine-2-carbonitrile NC=1C=C2C(=CN1)OC(=C2)C#N